5-{2-[(6-methoxy-2-methyl-1,2,3,4-tetrahydroisoquinolin-7-yl)amino]quinazolin-7-yl}pyridine COC=1C=C2CCN(CC2=CC1NC1=NC2=CC(=CC=C2C=N1)C=1C=CC=NC1)C